BrC=1C(=NC(=NC1)NC1=C(C=C(C(=C1)CC)N1CCC2(OCCO2)CC1)OC)NC=1C(=C2N=CC=NC2=CC1)NS(=O)(=O)C N-(6-((5-bromo-2-((5-ethyl-2-methoxy-4-(1,4-dioxa-8-azaspiro[4.5]decan-8-yl)phenyl)amino)pyrimidin-4-yl)amino)quinoxalin-5-yl)methanesulfonamide